4-(5-(3-(2-Aminopropanamido)-1-methyl-1H-pyrazol-5-yl)-5-hydroxyoctahydropentalen-2-yl)-N-(3-chloro-4-fluorophenyl)-1-methyl-1H-imidazole-5-carboxamide NC(C(=O)NC1=NN(C(=C1)C1(CC2CC(CC2C1)C=1N=CN(C1C(=O)NC1=CC(=C(C=C1)F)Cl)C)O)C)C